COC1=C(C=C(C=C1)C=1C=C2C=NC(=NC2=CC1)C(=O)N)NC(C=C)=O 6-[4-methoxy-3-(prop-2-enamido)phenyl]quinazoline-2-carboxamide